3-[5-[(1R)-1-(3,5-dimethylpyridazin-4-yl)ethoxy]-1H-indazol-3-yl]-5-methyl-benzonitrile CC=1N=NC=C(C1[C@@H](C)OC=1C=C2C(=NNC2=CC1)C=1C=C(C#N)C=C(C1)C)C